C1(CC1)CN1C(=CC=2C1=NC(=CC2)OC)C(=O)O 1-(cyclopropylmethyl)-6-methoxy-pyrrolo[2,3-b]pyridine-2-carboxylic acid